C(C)(C)(C)C=1C(=C(C=C(C1)C(C(=O)O)C)C)O (5-tert-butyl-4-hydroxy-3-methylphenyl)-propionic acid